2-[3-(3,5-dimethylisoxazol-4-yl)pyrazolo[1,5-a]pyridin-5-yl]-4-(2-methoxyethoxy)thiazole-5-carboxylic acid CC1=NOC(=C1C=1C=NN2C1C=C(C=C2)C=2SC(=C(N2)OCCOC)C(=O)O)C